2-methyl-cyclohexanecarboxylic acid CC1C(CCCC1)C(=O)O